2,4-dimethylbenzo[d][1,3]dioxane-5-carboxylic acid CC1OC(C2=C(O1)C=CC=C2C(=O)O)C